ClC1=CC(=C(C=O)C=C1)C(F)(F)F 4-chloro-2-(trifluoromethyl)benzaldehyde